(S)-6-(2-amino-3-cyclopropylpropyl)-2-chloro-7-methyl-N-(thiophen-2-ylmethyl)pyrrolo[2,1-f][1,2,4]triazin-4-amine N[C@H](CC=1C=C2C(=NC(=NN2C1C)Cl)NCC=1SC=CC1)CC1CC1